2-[2-(aminomethyl)-3,3-difluoro-allyl]-4-[1-[6-(1,3-benzodioxol-5-yl)benzothiophen-2-yl]methyl]-1,2,4-triazol-3-one NCC(CN1N=CN(C1=O)CC=1SC2=C(C1)C=CC(=C2)C2=CC1=C(OCO1)C=C2)=C(F)F